N1(CCCC1)CCCCCCCC\C=C/CCCCCCCC(=O)[O-] pyrrolidine-1-oleate